Methyl-butyl-pyrrolidine CC1N(CCC1)CCCC